N1N=NN=C1C=1C=C(C=CC1)N1C2=C(NC(CC1=O)=O)C1=CC=CC=C1C=C2 5-[3-(1H-tetrazol-5-yl)phenyl]-1H-naphtho[1,2-b][1,4]diazepine-2,4(3H,5h)-dione